(2s,4s)-5-chloro-6-fluoro-2-(((((trans)-4-hydroxy-4-methylcyclohexyl)amino)methyl)-2-phenyl-2,3-dihydrobenzofuran-4-yl)-3-fluoro-4-(1H-imidazol-1-yl)benzamide ClC=1C(=C(C(=C(C(=O)N)C1F)C1=CC=CC2=C1C[C@](O2)(C2=CC=CC=C2)CNC2CCC(CC2)(C)O)F)N2C=NC=C2